BrC1=CC=2C(=NC(=NC2N[C@H](C)C2=C(C(=CC=C2)C(F)F)F)C)N2C1=NN=N2 (R)-4-bromo-N-(1-(3-(difluoromethyl)-2-fluorophenyl)ethyl)-8-methyltetrazolo[1',5':1,6]pyrido[2,3-d]pyrimidin-6-amine